C1CCC(CC1)C[C@H](C(=O)O)NC(=O)OCC2C3=CC=CC=C3C4=CC=CC=C24 N-α-(9-fluorenylmethoxycarbonyl)-β-cyclohexyl-D-alanine